S(=O)(=O)(O)C(C(=O)OCCCCC)CC(=O)OCCCCC.[NH4+] Ammonium Diamyl Sulfosuccinate